CC=1N=C2N(C(C1CCO)=O)CCCC2O 2-methyl-3-(2-hydroxy)ethyl-9-hydroxy-6,7,8,9-tetrahydro-4H-pyrido[1,2-a]pyrimidine-4-one